C(C=O)(=O)[O-] Glyoxylat